N[C@@H](C)C(=O)N[C@@H](C)C(=O)N[C@@H](CC(=O)N)C(=O)N[C@@H](CCN(C(CO)=O)[C@H](C(C)(C)C)C=1N(C=C(C1)C1=C(C=CC(=C1)F)F)CC1=CC=CC=C1)C(=O)O L-Alanyl-L-alanyl-N1-{(1S)-3-[{(1R)-1-[1-benzyl-4-(2,5-difluorophenyl)-1H-pyrrol-2-yl]-2,2-dimethylpropyl}(glycoloyl)amino]-1-carboxypropyl}-L-aspartamid